FC1(OC2=C(O1)C=CC(=C2)C=C2C(NC(S2)=O)=O)F (5-(2,2-Difluoro-benzo[1,3]dioxol-5-ylmethylene)-thiazolidine-2,4-dione)